3,5-dichloro-4-(trifluoromethyl)pyridine ClC=1C=NC=C(C1C(F)(F)F)Cl